5-(2,4-difluorophenyl)-2H-tetrazole FC1=C(C=CC(=C1)F)C=1N=NNN1